tert-Butyl (E)-3-(5-bromo-1,3,4-thiadiazol-2-yl)acrylate BrC1=NN=C(S1)/C=C/C(=O)OC(C)(C)C